tert-butyl N-(1-iodo-4,5,6,7-tetrahydro-2-benzothiophen-5-yl)-N-methyl-carbamate IC=1SC=C2C1CCC(C2)N(C(OC(C)(C)C)=O)C